2-(4-(2-((6-(5-(((Cyclohexyloxy)carbonyl)amino)-6-methylpyridin-3-yl)benzo[d]thiazol-2-yl)amino)ethyl)piperazin-1-yl)acetic acid C1(CCCCC1)OC(=O)NC=1C=C(C=NC1C)C1=CC2=C(N=C(S2)NCCN2CCN(CC2)CC(=O)O)C=C1